2-{4-Amino-1-tert-butyl-1H-pyrazolo[3,4-d]pyrimidin-3-yl}-3,5-dichloro-N-methyl-1H-indole-6-carboxamide NC1=C2C(=NC=N1)N(N=C2C=2NC1=CC(=C(C=C1C2Cl)Cl)C(=O)NC)C(C)(C)C